2,2-diethyl-5-methyl-5-(4-(trifluoromethyl)phenyl)pyrrolidine C(C)C1(NC(CC1)(C1=CC=C(C=C1)C(F)(F)F)C)CC